C12(CC(C1)C2)NC(C(=O)C=2C=C(N(C2)C)C(=O)Cl)=O 4-(2-(bicyclo[1.1.1]pentan-1-ylamino)-2-oxoacetyl)-1-methyl-1H-pyrrole-carbonyl chloride